11,16,17-trihydroxy-17-(2-hydroxyacetyl)-10,13-dimethyl-6,7,8,9,10,11,12,13,14,15,16,17-Dodecahydro-3H-cyclopenta[a]phenanthrene-3-one OC1CC2(C(C(CC2C2CCC3=CC(C=CC3(C12)C)=O)O)(C(CO)=O)O)C